[18F]C=1C=C(CNC(=N)N)C=CC1 meta-[18F]fluorobenzylguanidine